C(C)(=O)O.N[C@@H](CC1=CNC=N1)C(=O)O histidine-acetate salt